1-[7,8-dichloro-10-(1-methyl-1H-pyrazol-3-yl)-3,4-dihydropyrazino[1,2-b]indazol-2(1H)-yl]-2-methoxyethan-1-one ClC1=C(C=C(C2=C3N(N=C12)CCN(C3)C(COC)=O)C3=NN(C=C3)C)Cl